CN(/C=C/C(=O)C1=C(C=CC=C1)C(F)(F)F)C (E)-3-(Dimethyl-amino)-1-(2-(trifluoromethyl)phenyl)prop-2-en-1-one